CC=1C=C2N(C(C(=NC2=CC1C)C(=O)NCC1=CC=C(C=C1)CC(=O)OC)=O)C[C@@H]([C@@H]([C@@H](CO)O)O)O Methyl 2-(4-((6,7-dimethyl-3-oxo-4-((2S,3S,4R)-2,3,4,5-tetrahydroxypentyl)-3,4-dihydroquinoxaline-2-carboxamido)methyl)phenyl)acetate